COC([C@@](N)(C(O)(CC1=CC=CC=C1)CC1=CC=CC=C1)CC1=CC=CC=C1)=O triBenzyl-L-serine methyl ester